2,6-diethyl-phenylisocyanate C(C)C1=C(C(=CC=C1)CC)N=C=O